CC1=C(C=C(C(=C1)\C=C\C)C)C1=CC=CC=C1 (E)-2,5-dimethyl-4-propenyl-1,1'-biphenyl